5-(4-((3-Fluoropyridin-4-yl)methoxy)phenyl)-2-oxo-6-(trifluoromethyl)-1,2-dihydropyridine-3-carboxamide FC=1C=NC=CC1COC1=CC=C(C=C1)C=1C=C(C(NC1C(F)(F)F)=O)C(=O)N